FC(C(=O)O)(F)F.NC=1C(=NC(=CN1)C1=C(C=CC(=C1)[C@@](C(F)F)(CO)O)C)C(=O)NC1(COCC1)C 3-amino-6-(5-((S)-1,1-difluoro-2,3-dihydroxypropan-2-yl)-2-methylphenyl)-N-(3-methyltetrahydrofuran-3-yl)pyrazine-2-carboxamide, trifluoroacetate salt